FC1=CC=C(C=C1)SC(C(C(=C)Br)(F)F)C1=CC=C(C=C1)Cl 3-bromo-1-(4-chlorophenyl)-2,2-difluorobut-3-en-1-yl 4-fluorophenyl sulfide